methyl (((cis-3-(2-amino-6-methoxy-9H-purin-9-yl) cyclobutyl)methoxy)(3-bromophenoxy) phosphoryl)-L-alaninate NC1=NC(=C2N=CN(C2=N1)[C@H]1C[C@H](C1)COP(=O)(OC1=CC(=CC=C1)Br)N[C@@H](C)C(=O)OC)OC